ClC=1C=NC(=C(C(=O)N(CC2=C(C=CC=C2)F)CC)C1)OC 5-chloro-N-ethyl-N-(2-fluorobenzyl)-2-methoxynicotinamide